FC1=CC2=C(\C(\CC3=C(O2)C=CC=C3)=C\C(=O)OCC)C=C1 ethyl (E)-2-(7-fluorodibenzo[b,f]oxepin-10(11H)-ylidene)acetate